6-{2-[(3-exo)-8-Azabicyclo[3.2.1]oct-3-yl(methyl)amino]-4-fluoro-1,3-benzothiazol-6-yl}-2-methylimidazo[1,2-b]pyridazin-8-carboxamid C12CC(CC(CC1)N2)N(C=2SC1=C(N2)C(=CC(=C1)C=1C=C(C=2N(N1)C=C(N2)C)C(=O)N)F)C